methyl 2-(2-{[(tert-butoxy) carbonyl] amino} ethyl)-5-methyl-1,3-thiazole-4-carboxylate C(C)(C)(C)OC(=O)NCCC=1SC(=C(N1)C(=O)OC)C